ClC1=NC=CC(=C1)CC1=CC(=C(C=C1)F)C 2-chloro-4-[(4-fluoro-3-methylphenyl)methyl]pyridine